2'-(tert-butyl)-[1,1'-biphenyl]-4-amine C(C)(C)(C)C1=C(C=CC=C1)C1=CC=C(C=C1)N